(R)-8-((4-fluoroindolin-1-yl)methyl)-N,N-dimethyl-2-(2-methylmorpholino)-4-oxo-4H-chromene-6-carboxamide FC1=C2CCN(C2=CC=C1)CC=1C=C(C=C2C(C=C(OC12)N1C[C@H](OCC1)C)=O)C(=O)N(C)C